4-Bromo-3-ethyl-aniline BrC1=C(C=C(N)C=C1)CC